OC1=C2C(C(=COC2=CC(=C1)O)C1=CC=C(C=C1)O)=O 5,7,4'-trihydroxyisoflavone